methyl 1-((2-bromopyridin-4-yl)methoxy)cyclopropane-1-carboxylate BrC1=NC=CC(=C1)COC1(CC1)C(=O)OC